ClC1=CC=C(CN2CC(N(CC2)C2CC3(C2)CCNCC3)C3=C(C=CC=C3)C(C)C)C=C1 2-(4-(4-chlorobenzyl)-2-(2-isopropylphenyl)piperazin-1-yl)-7-azaspiro[3.5]nonane